5-((1H-Pyrazol-1-yl)methyl)-N-((5-(1-((tert-butyldimethylsilyl)oxy)-2-methylpropan-2-yl)-2-methoxyphenyl)sulfonyl)-6-methoxypicolinamide N1(N=CC=C1)CC=1C=CC(=NC1OC)C(=O)NS(=O)(=O)C1=C(C=CC(=C1)C(CO[Si](C)(C)C(C)(C)C)(C)C)OC